4-(3,4-dichlorophenyl)-2-(1-naphthylmethyl)imidazole ClC=1C=C(C=CC1Cl)C=1N=C(NC1)CC1=CC=CC2=CC=CC=C12